5-acetyl-2-(4-chlorobenzoyl)benzaldehyde C(C)(=O)C=1C=CC(=C(C=O)C1)C(C1=CC=C(C=C1)Cl)=O